1,4-diphenylnaphthalene C1(=CC=CC=C1)C1=CC=C(C2=CC=CC=C12)C1=CC=CC=C1